C=O monomethylene Ether